COC(=O)C12CC(C1)(C2)NC(CC2=CNC1=CC=CC=C21)C 3-((1-(1H-indol-3-yl)propan-2-yl)amino)bicyclo[1.1.1]Pentane-1-carboxylic acid methyl ester